BrC1=CC=CC2=CN(N=C12)[C@@H](C(=O)NC=1SC=CN1)C1=C(C=CC(=C1)F)O |r| (2RS)-2-(7-bromoindazol-2-yl)-2-(5-fluoro-2-hydroxy-phenyl)-N-thiazol-2-yl-acetamide